4-((6-fluoroquinolin-4-yl)amino)-N-(3-(pyridin-4-yloxy)phenyl)benzamide FC=1C=C2C(=CC=NC2=CC1)NC1=CC=C(C(=O)NC2=CC(=CC=C2)OC2=CC=NC=C2)C=C1